OC=1C=CC(=NC1)C(=O)N(C)C 5-hydroxy-N,N-dimethylpyridine-2-carboxamide